5-amino-N-(1-methyl-1H-pyrazol-3-yl)-N-(6-(trifluoromethyl)-2,3-dihydrobenzofuran-3-yl)-[1,2,4]triazolo[4,3-c]quinazoline-9-carboxamide NC1=NC=2C=CC(=CC2C=2N1C=NN2)C(=O)N(C2COC1=C2C=CC(=C1)C(F)(F)F)C1=NN(C=C1)C